CN([C@@H]1[C@H](CC[C@@H](C1)C1=CC(=CC=C1)C(F)(F)F)NC(OC(C)(C)C)=O)C tert-butyl ((1S,2S,4S)-2-(dimethylamino)-4-(3-(trifluoromethyl)phenyl)-cyclohexyl)carbamate